C1(CCCCC1)[C@H]1N(S(C2=C(N(C1)C1=CC=CC=C1)C=C(C(=C2)C2=CC(=C(S2)C(=O)O)C)OCC(F)(F)F)(=O)=O)C (R)-5-(3-cyclohexyl-2-methyl-1,1-dioxido-5-phenyl-7-(2,2,2-trifluoroethoxy)-2,3,4,5-tetrahydrobenzo[f][1,2,5]thiadiazepin-8-yl)-3-methylthiophene-2-carboxylic acid